C1(CCCCC1)CC(=O)NC1=CC2=C(NC(=N2)C2=CC=CC=C2)C=C1 2-cyclohexyl-N-(2-phenyl-1H-benzimidazol-5-yl)acetamide